6-((1-acryloylazetidin-3-yl)oxy)-4-((3,4-dichloro-2-fluorophenyl)amino)-7-methoxyquinoline-3-carbonitrile C(C=C)(=O)N1CC(C1)OC=1C=C2C(=C(C=NC2=CC1OC)C#N)NC1=C(C(=C(C=C1)Cl)Cl)F